C(=O)C1(OC=CC1)C(=O)O 2-formylfuran-2-carboxylic acid